3,5-dichloro-4-((S)-2-(3-(cyclopropylmethoxy)-4-(difluoromethoxy)phenyl)-2-(3-(2-((2S,5R)-2,5-dimethylpiperazin-1-yl)acetamido)-4-methoxybenzoyloxy)ethyl)pyridine 1-oxide ClC=1C=[N+](C=C(C1C[C@H](OC(C1=CC(=C(C=C1)OC)NC(CN1[C@H](CN[C@@H](C1)C)C)=O)=O)C1=CC(=C(C=C1)OC(F)F)OCC1CC1)Cl)[O-]